7-((2-ethoxyethyl)(methyl)amino)-N,N,2-trimethylpyrido[2,3-d]pyrimidine-6-carboxamide C(C)OCCN(C=1C(=CC2=C(N=C(N=C2)C)N1)C(=O)N(C)C)C